ClC(C(OC)(F)F)Cl 2,2-dichloro-1,1-difluoro-1-methoxyethane